C(C)(C)(C)N1C(CCC1)CO tert-butyl-2-(hydroxymethyl)pyrrolidine